C1(C=CC(N1C=1C=C(OC2=CC=C(C=C2)C=CC2=CC=C(C=C2)OC2=CC(=CC=C2)N2C(C=CC2=O)=O)C=CC1)=O)=O 1,2-bis[4-(3-maleimidophenoxy)phenyl]ethaneN